C(C)NC1(CCC2(CN(C(N2)=O)C2=C(C(=O)N)C=CC=C2)CC1)C1=CC=CC=C1 trans-2-(8-ethylamino-2-oxo-8-phenyl-1,3-diazaspiro[4.5]decan-3-yl)-benzamide